3-oxabicyclo[4.1.0]heptane-7-carboxylic acid C12COCCC2C1C(=O)O